bis(dimethylaminopropyl)amino-2-propanol CN(C)CCCN(CCCN(C)C)CC(C)O